3-((5-(aminomethyl)-1-(4,4,4-trifluorobutyl)-1H-benzo[d]imidazol-2-yl)methyl)-1-(oxetane-3-yl)-1,3-dihydro-2H-imidazo[4,5-c]pyridin-2-one NCC1=CC2=C(N(C(=N2)CN2C(N(C3=C2C=NC=C3)C3COC3)=O)CCCC(F)(F)F)C=C1